1-(BUTAN-2-YL)-5-CHLORO-3-ETHYL-1H-PYRAZOLE-4-CARBALDEHYDE CC(CC)N1N=C(C(=C1Cl)C=O)CC